(E)-4-(2-(6-(dimethylamino)pyridin-3-yl)vinyl)-1-methylpyridin-1-ium iodide [I-].CN(C1=CC=C(C=N1)/C=C/C1=CC=[N+](C=C1)C)C